C(C)(C)N(P(O[C@@H]1[C@H](O[C@H]([C@@H]1OC)CCCNC(CCCCCCCCCCCCCCCCCCCCC)=O)COC(C1=CC=CC=C1)(C1=CC=C(C=C1)OC)C1=CC=C(C=C1)OC)OCCC#N)C(C)C (2R,3R,4S,5S)-2-((bis(4-methoxyphenyl)(phenyl)methoxy)methyl)-5-(3-docosanamidopropyl)-4-methoxytetrahydrofuran-3-yl (2-cyanoethyl) diisopropylphosphoramidite